N-(2-cyanopyridin-4-yl)-1-(isoquinolin-4-yl)-5-(trifluoromethyl)-1H-pyrazole-4-carboxamide C(#N)C1=NC=CC(=C1)NC(=O)C=1C=NN(C1C(F)(F)F)C1=CN=CC2=CC=CC=C12